CC1=CC=C(C=C1)CC(=O)[O-] 4-Methylphenylacetate